C(C)(C)(C)C1=CC(=NO1)NC(NC1=CC=C(C=C1)N1C=NC2=C1C=CC(=C2)OC(=O)N2CCOCC2)=O morpholine-4-carboxylic acid-1-{4-[3-(5-tert-butyl-isoxazol-3-yl)-ureido]-phenyl}-1H-benzoimidazol-5-yl ester